The molecule is a carboxamide obtained by formal condensation of the carboxy group of octanoic acid with the primary amino group of (1R,2R)-2-amino-1-(2,3-dihydro-1,4-benzodioxin-6-yl)-3-(pyrrolidin-1-yl)propan-1-ol. A ceramide glucosyltransferase inhibitor used (as its tartrate salt) for treatment of Gaucher's disease. It has a role as an EC 2.4.1.80 (ceramide glucosyltransferase) inhibitor. It is a benzodioxine, a N-alkylpyrrolidine, a secondary alcohol and a carboxamide. It is a conjugate base of an eliglustat(1+). CCCCCCCC(=O)N[C@H](CN1CCCC1)[C@@H](C2=CC3=C(C=C2)OCCO3)O